1-cyano-4-(dimethylamino)pyridinium tetrafluoroborate F[B-](F)(F)F.C(#N)[N+]1=CC=C(C=C1)N(C)C